S1SCC(C(C1)O)O 1,2-dithiane-4,5-diol